CC(=CCOCC1CO1)C 1-(3-methyl-2-butenyloxy)-2,3-epoxypropane